BrC12CC3(CC(CC(C1)C3)C2)CC(=O)O (3-bromo-1-adamantyl)acetic acid